(S)-tetrahydrofuran-3-yl chloromethyl carbonate C(O[C@@H]1COCC1)(OCCl)=O